C1(=CC=CC=C1)P(C[C@H](C(C)C)N)C1=CC=CC=C1 (S)-1-(diphenylphosphino)-3-methyl-2-butylamine